5-bromopyrazine-2-carbonitrile BrC=1N=CC(=NC1)C#N